2-(3,5-difluorophenyl)-3,5,7,8-tetrahydro-4H-thiopyrano[4,3-d]pyrimidin-4-one FC=1C=C(C=C(C1)F)C=1NC(C2=C(N1)CCSC2)=O